4-(dimethylamino)-N-[6-(hydroxyamino)-6-oxohexyl]-benzamide CN(C1=CC=C(C(=O)NCCCCCC(=O)NO)C=C1)C